5-(2-amino-4-chlorophenyl)tetrazole NC1=C(C=CC(=C1)Cl)C1=NN=NN1